4-(2,3,4-trichloro-6-hydroxyphenyl)pyridine-2-carbonitrile ClC1=C(C(=CC(=C1Cl)Cl)O)C1=CC(=NC=C1)C#N